methyl 3-(9-((4-(aminomethyl)-2,6-dimethylphenyl)carbamoyl)-4,5-dihydrobenzo[b]thieno[2,3-d]oxepin-8-yl)-6-((cyclohexylmethyl)carbamoyl)picolinate NCC1=CC(=C(C(=C1)C)NC(=O)C1=CC2=C(OCCC3=C2SC=C3)C=C1C=1C(=NC(=CC1)C(NCC1CCCCC1)=O)C(=O)OC)C